1-(5-(2-fluorophenyl)-1-((3-(3-methoxypropoxy)phenyl)sulfonyl)-1H-pyrrol-3-yl)-N-methyl-methylamine hydrochloride Cl.FC1=C(C=CC=C1)C1=CC(=CN1S(=O)(=O)C1=CC(=CC=C1)OCCCOC)CNC